tert-butyl N-[3-[[2-(3-chloro-4-fluoro-anilino)acetyl]-amino]propyl]carbamate ClC=1C=C(NCC(=O)NCCCNC(OC(C)(C)C)=O)C=CC1F